FCCCCCCOCCOCCOCCOCCN 18-Fluoro-3,6,9,12-tetraoxaoctadecan-1-amine